FC(S(=O)C1=CC=C(C=2CCCCC12)O)(F)F 4-((Trifluoromethyl)sulfinyl)-5,6,7,8-tetrahydronaphthalen-1-ol